CC1(C2=CC=CC=C2C=2C=CC(=CC12)N(C1=CC=CC=C1)C1=C(C=CC=C1)C1=CC=CC=C1)C N-(9,9-dimethylfluoren-2-yl)-N-phenylaminobiphenyl